CC1=CC(=CN=N1)C1=NC(=CC=C1C(C)O)N1C=NC2=C1C=CC(=C2)NC=2N=NC(=CC2)C 1-[2-(6-Methylpyridazin-4-yl)-6-[5-[(6-methylpyridazin-3-yl)amino]benzimidazol-1-yl]-3-pyridinyl]ethanol